Dipentaerythritol hexa-hydroxystearate OC(C(C(C(=O)OCC(CO)(COCC(CO)(CO)CO)CO)(O)O)(O)O)(CCCCCCCCCCCCCC)O